Z-butyl 4-[4-(2-benzyloxy-1,1-difluoro-ethyl)-1-piperidyl]indoline-1-carboxylate C(C1=CC=CC=C1)OCC(F)(F)C1CCN(CC1)C1=C2CCN(C2=CC=C1)C(=O)OCCCC